FC1=C(SC(=C1)C1CCN(CC1)C)C(=O)NC=1C=C(C=2N(C1)C=C(N2)C)F 3-fluoro-N-[8-fluoro-2-methylimidazo[1,2-a]pyridin-6-yl]-5-(1-methylpiperidin-4-yl)thiophene-2-carboxamide